N[C@H](CCO)C1=CC=CC=C1 (R)-3-amino-3-phenylpropan-1-ol